2-vinyl-1-(3-sulfooctyl)pyridine C(=C)C1N(C=CC=C1)CCC(CCCCC)S(=O)(=O)O